1-(Pyridin-4-yl)cyclopropanecarboxylic acid N1=CC=C(C=C1)C1(CC1)C(=O)O